5-(4-((4-(4-(2-cyclopropyl-5-methoxy-4-nitrophenyl)piperazin-1-yl)piperidin-1-yl)Methyl)piperidin-1-yl)-2-(2,6-dioxopiperidin-3-yl)isoindoline-1,3-dione C1(CC1)C1=C(C=C(C(=C1)[N+](=O)[O-])OC)N1CCN(CC1)C1CCN(CC1)CC1CCN(CC1)C=1C=C2C(N(C(C2=CC1)=O)C1C(NC(CC1)=O)=O)=O